ClC1=C(C=C(C(=C1)F)OC)C1=CC=2N(C(N(C(C2S1)=O)C=1C=NC=C(C1)C#CC(C)(C)O)=O)CCC#N 3-(6-(2-chloro-4-fluoro-5-methoxyphenyl)-3-(5-(3-hydroxy-3-methylbut-1-yn-1-yl)pyridin-3-yl)-2,4-dioxo-3,4-dihydrothieno[3,2-d]pyrimidin-1(2H)-yl)propanenitrile